3-acetyl-8-bromo-5-chloro-2-(phenylsulfinyl)quinolin-4(1H)-one C(C)(=O)C1=C(NC2=C(C=CC(=C2C1=O)Cl)Br)S(=O)C1=CC=CC=C1